((7R)-7-amino-2-azabicyclo[2.2.1]hept-2-yl)(2-(1-(cyclopropylmethyl)-1H-indol-2-yl)-4-methoxy-3-methylbenzo[b]thiophen-6-yl)methanone N[C@H]1C2N(CC1CC2)C(=O)C=2C=C(C1=C(SC(=C1C)C=1N(C3=CC=CC=C3C1)CC1CC1)C2)OC